1-(((S)-10-hydroxy-7-((R)-4,4,4-trifluoro-2-methylbutyryl)-7-azaspiro[4.5]decan-10-yl)methyl)-5-(morpholine-4-carbonyl)-4-phenylpyridin-2(1H)-one O[C@]1(CCN(CC12CCCC2)C([C@@H](CC(F)(F)F)C)=O)CN2C(C=C(C(=C2)C(=O)N2CCOCC2)C2=CC=CC=C2)=O